2-oxo-6-[3-(trifluoromethyl)phenyl]-3H-imidazo[4,5-b]Pyridine O=C1NC=2C(=NC=C(C2)C2=CC(=CC=C2)C(F)(F)F)N1